Nitrophenyl-boronic acid [N+](=O)([O-])C1=C(C=CC=C1)B(O)O